(E)-3-ethoxy-5-(3-hydroxy-4-nitrostyryl)-4-(3-methylbut-2-en-1-yl)phenol C(C)OC=1C=C(C=C(C1CC=C(C)C)\C=C\C1=CC(=C(C=C1)[N+](=O)[O-])O)O